CC1=CN=C2N1C=C(C=C2)C2=CC=C(C=C2)S(=O)(=N)[C@@H]2CC[C@H](CC2)NC2=CC=C(C=C2)S(F)(F)(F)(F)F (4-{3-methylimidazo[1,2-a]pyridin-6-yl}phenyl)[trans-4-{[4-(pentafluoro-λ6-sulfanyl)phenyl]Amino}cyclohexyl](imino)-λ6-sulfanone